CN(CCCOC1=NC=C(C=C1NS(=O)(=O)CCN1C(C2=CC=CC=C2C1=O)=O)C1=CC=2C3=C(C=NC2C=C1)N(C(C31CCC1)=O)C)C N-(2-(3-(Dimethylamino)propoxy)-5-(3'-methyl-2'-oxo-2',3'-dihydrospiro[cyclobutane-1,1'-pyrrolo[2,3-c]quinolin]-8'-yl)pyridin-3-yl)-2-(1,3-dioxoisoindolin-2-yl)ethane-1-sulfonamide